3-methylsulfonyloxy-6-nitro-1,2-benzenedimethanol CS(=O)(=O)OC1=C(C(=C(C=C1)[N+](=O)[O-])CO)CO